N-(2-fluorophenyl)-2-((7-(trifluoromethyl)-[1,2,4]triazolo[1,5-c]pyrimidin-2-yl)thio)acetamide FC1=C(C=CC=C1)NC(CSC1=NN2C=NC(=CC2=N1)C(F)(F)F)=O